C(C=C)(=O)N1CC(CC1)C1=NN(C=2C(=NNC(C21)=O)N)C2=CC=C(C=C2)OC2=C(C=CC=C2F)F 3-(1-acryloylpyrrolidin-3-yl)-7-amino-1-(4-(2,6-difluorophenoxy)phenyl)-1,5-dihydro-4H-pyrazolo[3,4-d]pyridazin-4-one